C(CC(=O)C(=O)O)C=O The molecule is a dioxo monocarboxylic acid and an aldehyde. It derives from a valeric acid. It is a conjugate acid of a 2,5-dioxopentanoate.